ClC1=NN=C2N1C1=CC=CC=C1C(=N2)N(C)C=2C=C(C=CC2Cl)C2=CC=C(C=C2)C2CC2 chloro-N-(4-chloro-4'-cyclopropyl-[1,1'-biphenyl]-3-yl)-N-methyl-[1,2,4]triazolo[4,3-a]quinazolin-5-amine